(1S,2S)-2-amino-3-methoxy-1-phenyl-propan-1-ol N[C@H]([C@@H](O)C1=CC=CC=C1)COC